(4-benzhydrylpiperazin-1-yl)(piperazin-2-yl)methanone C(C1=CC=CC=C1)(C1=CC=CC=C1)N1CCN(CC1)C(=O)C1NCCNC1